NCCCC(CCCN)(CCCN)NC(C(F)(F)F)=O N-(1,7-diamino-4-(3-aminopropyl)heptan-4-yl)-2,2,2-trifluoroacetamide